3-(hydroxymethyl)-4-methylpiperazin OCC1CNCCN1C